NC(C(=O)O)[C@@H]1CC[C@H](CC1)N trans-α,4-diaminocyclohexaneacetic acid